3-Bromo-4-hydroxy-5-nitropyridine BrC=1C=NC=C(C1O)[N+](=O)[O-]